[6-(3-cyclopropyl-1,2,4-triazol-1-yl)-2-azaspiro[3.3]heptan-2-yl]-[6-[[5-(trifluoromethyl)-1H-imidazol-4-yl]methyl]-2,6-diazaspiro[3.3]heptan-2-yl]methanone C1(CC1)C1=NN(C=N1)C1CC2(CN(C2)C(=O)N2CC3(C2)CN(C3)CC=3N=CNC3C(F)(F)F)C1